Ethyl 2-(3-aminopropyl)-8-[4-(4-methyl-piperazin-1-yl)-phenylamino]-4,4-dimethyl-4,5-dihydro-1H-pyrazolo[4,3-h]quinazoline-3-carboxylate hydrochloride Cl.NCCCN1NC2=C(C(CC=3C=NC(=NC23)NC2=CC=C(C=C2)N2CCN(CC2)C)(C)C)C1C(=O)OCC